C1(CC1)S(=O)(=O)C1=C(C=CC(=C1)NC1=NN(C(=C1)C)C1OCCCC1)C=1SC2=C(N1)CCC(C2)NC(OC(C)(C)C)=O tert-butyl (2-(2-(cyclopropylsulfonyl)-4-((5-methyl-1-(tetrahydro-2H-pyran-2-yl)-1H-pyrazol-3-yl)amino)phenyl)-4,5,6,7-tetrahydrobenzo[d]thiazol-6-yl)carbamate